L-beta-aspartyl-L-aspartic acid N[C@@H](CC(=O)N[C@@H](CC(=O)O)C(=O)O)C(=O)O